CN1C(CC(CC1(C)C)C(C(C(CC(=O)O)C(=O)O)C(=O)O)C(=O)O)(C)C.C[Si](CCOCN1N=CC(=C1)CO)(C)C (1-((2-(trimethylsilyl)ethoxy)methyl)-1H-pyrazol-4-yl)methanol (1,2,2,6,6-pentamethyl-4-piperidyl)1,2,3,4-butanetetracarboxylate